C1(=C(C=CC=C1)C(=C)C1=NNC2=NC(=CN=C21)N2CCC1(CC2)[C@@H](C2=CC=CC=C2C1)N)C (S)-1'-(3-(1-(o-tolyl)vinyl)-1H-pyrazolo[3,4-b]pyrazin-6-yl)-1,3-dihydro-spiro[inden-2,4'-piperidin]-1-amine